FC=1C=C(C=CC1B1OC(C(O1)(C)C)(C)C)NC(C(=C)F)=O N-(3-fluoro-4-(4,4,5,5-tetramethyl-1,3,2-dioxaborolan-2-yl)phenyl)-2-fluoroacrylamide